N1(CCCCC1)C1CCN(CC1)C1=C(C=C(C=N1)C1=CC=2C3=C(C=NC2C=C1)N(C(C31CCC1)=O)C)NS(N(C)C)(=O)=O 8'-(6-{[1,4'-bipiperidin]-1'-yl}-5-[(dimethylsulfamoyl)amino]pyridin-3-yl)-3'-methyl-2',3'-dihydrospiro[cyclobutane-1,1'-pyrrolo[2,3-c]quinolin]-2'-one